CC1=C(C=C(C=C1)CCN1CCOCC1)[N+](=O)[O-] 4-[2-(4-methyl-3-nitro-phenyl)ethyl]morpholine